ClC1=CC2=C(C[Se]C2)C=C1 5-chloro-1,3-dihydrobenzo[c]selenophene